(5-((5-amino-5-iminopentyl)carbamoyl)-1-methyl-1H-pyrrol-3-yl)-6-(4-(dimethylamino)styryl)nicotinamide 3-(Trimethoxysilyl)propyl-methacrylate CO[Si](CCCOC(C(=C)C)=O)(OC)OC.NC(CCCCNC(=O)C1=CC(=CN1C)C1=C(C(=O)N)C=CC(=N1)C=CC1=CC=C(C=C1)N(C)C)=N